C(C(=C)C)(=O)N[C@@H](CCCNC(N)=N)C(=O)O Methacryloyl-arginine